3-(3-(1,3-dioxolan-2-yl)phenoxy)benzaldehyde O1C(OCC1)C=1C=C(OC=2C=C(C=O)C=CC2)C=CC1